1H-benzotriazol-1-yloxytris(dimethylamino)phosphonium Phosphonium [PH4+].N1(N=NC2=C1C=CC=C2)O[P+](N(C)C)(N(C)C)N(C)C